4-[[1-[3-[(2,2-difluoro-1,3-benzodioxol-5-yl)-methylcarbamoyl]phenyl]-3-(trifluoromethyl)-4,5,6,7-tetrahydroindazol-7-yl]oxy]benzoic acid FC1(OC2=C(O1)C=CC(=C2)N(C(=O)C=2C=C(C=CC2)N2N=C(C=1CCCC(C21)OC2=CC=C(C(=O)O)C=C2)C(F)(F)F)C)F